O[C@H](CSC=1SC2=C(N1)C=CC=C2)C2CC2 2-[(S)-2-hydroxy-2-cyclopropyl-1-ethylthio]-benzothiazole